C(C)(C)(C)OC(=O)N1[C@H](C[C@@H](C1)C1=CC(=C(C=C1)OC(F)F)OCC1CC1)C(=O)O (2r,4r)-1-(tert-butoxycarbonyl)-4-(3-(cyclopropylmethoxy)-4-(difluoromethoxy)phenyl)pyrrolidine-2-carboxylic acid